C(N)(=O)C=1C=CC(=NC1)COC1=CC=CC(=N1)C1=CC(=C(C=C1F)CC=1N(C2=C(N1)C=CC(=C2)C(=O)O)C[C@H]2OCC2)F 2-[[4-[6-[(5-carbamoyl-2-pyridyl)methoxy]-2-pyridyl]-2,5-difluorophenyl]methyl]-3-[[(2S)-oxetan-2-yl]methyl]benzimidazole-5-carboxylic acid